N-(benzo[d]thiazol-5-ylmethyl)-1-cyclopropyl-1-(tetrahydro-2H-pyran-4-yl)methanamine S1C=NC2=C1C=CC(=C2)CNC(C2CCOCC2)C2CC2